ClC=1C=CC=2N(C(N=C(C2N1)N1[C@H](CN([C@@H](C1)CO)C(C)C1=CC=C(C=C1)C(F)(F)F)C)=O)C 6-chloro-4-((2S,5S)-5-(hydroxymethyl)-2-methyl-4-(1-(4-(trifluoromethyl)phenyl)ethyl)piperazin-1-yl)-1-methylpyrido[3,2-d]pyrimidin-2(1H)-one